C(CCCCC)(=O)OC(C)OOC(C)(C)CC t-amylperoxy-2-ethyl hexanoate